ClC1=CC2=C(O[C@@H](C(N2CC2=CC(=CC(=C2)F)F)=O)C)C(=C1NC(CC(C)(C([2H])([2H])[2H])C([2H])([2H])[2H])=O)F |r| Racemic-N-(6-chloro-4-(3,5-difluorobenzyl)-8-fluoro-2-methyl-3-oxo-3,4-dihydro-2H-benzo[b][1,4]oxazin-7-yl)-3,3-bis(methyl-d3)butanamide